methyl 2-(6-(difluoromethoxy)-4-isopropyl-1-oxophthalazin-2(1H)-yl)acetate FC(OC=1C=C2C(=NN(C(C2=CC1)=O)CC(=O)OC)C(C)C)F